C(CCCCC)C=C1C(=O)NC(C1)=O hexyl-itaconimide